C(C)OC([C@@H](N)CC1=CC(=CC=C1)OC)=O 3-Methoxyphenylalanine ethyl ester